ClCC(=O)NC1=C(C=C(C2=CC=CC(=C12)Cl)C1CC1)C(=O)C=1C2=CN(N=C2C(=CC1)F)C1OCCCC1 2-chloro-N-[8-chloro-4-cyclopropyl-2-[7-fluoro-2-(oxan-2-yl)indazole-4-carbonyl]naphthalen-1-yl]acetamide